NCCCCCCNC(=O)NC=1NC(=CC(N1)=O)C N-(6-aminohexyl)-N'-(6-methyl-4-oxo-1,4-dihydropyrimidin-2-yl)urea